BrC1=CN(C2=CC=C(C=C12)[N+](=O)[O-])C1=CC=C(C=C1)C(F)(F)F 3-Bromo-5-nitro-1-(4-(trifluoromethyl)phenyl)-1H-indole